2-(4-(3-chloropropoxy) phenyl)-2-oxoethyl-2-aminobenzoate ClCCCOC1=CC=C(C=C1)C(COC(C1=C(C=CC=C1)N)=O)=O